COC(=O)N1C[C@@H](OCC1)C#C (2S)-2-ethynyl-morpholine-4-carboxylic acid methyl ester